propionate HBr salt Br.C(CC)(=O)O